C=1(C(=CC=CC1)C(=O)OCCCCC)C n-amyl toluate